C(C)(C)(C)N1C(CC=2C1=NC=CC2)=O 1-(tert-butyl)-1,3-dihydro-2H-pyrrolo[2,3-B]pyridin-2-one